C[C@@H]1N(CCN(C1)C=1C=CC=2N=CN=C(C2N1)NC1=CC(=C(C=C1)OC1=CC=2N(C=C1)N=CN2)C)C(=O)OC(C)(C)C tert-butyl (2S)-2-methyl-4-{4-[(3-methyl-4-{[1,2,4]triazolo[1,5-a]pyridin-7-yloxy}phenyl)amino] pyrido[3,2-d]pyrimidin-6-yl}piperazine-1-carboxylate